CC(C(C)N1C[C@H]2OC=3C=C(N=C(NS(C4=CC=CC(C(N(CC1)C2)=O)=C4)(=O)=O)N3)C3=C(C=CC=C3C)C)(C)C (16R)-18-(3,3-Dimethylbutan-2-yl)-12-(2,6-dimethylphenyl)-15-oxa-8λ6-thia-1,9,11,18,22-pentaazatetracyclo[14.4.1.13,7.110,14]tricosa-3(23),4,6,10,12,14(22)-hexaene-2,8,8-trione